tert-butyl 6-benzyl-8-(4-nitrophenyl)-2,6-diazaspiro[3.4]octane-2-carboxylate C(C1=CC=CC=C1)N1CC2(CN(C2)C(=O)OC(C)(C)C)C(C1)C1=CC=C(C=C1)[N+](=O)[O-]